1,4-methano-1,4,4a,9,9a,10-hexahydroanthracene C12C=CC(C3CC4=CC=CC=C4CC13)C2